FC=1C=C(C=CC1F)[C@H]1[C@@H](CN(C1)CCOC)NC(NC1=C(C(=NN1C1=CC=CC=C1)CN(C([O-])=O)C)C)=O 5-(3-((3S,4R)-4-(3,4-difluorophenyl)-1-(2-methoxyethyl) pyrrolidin-3-yl) ureido)-4-methyl-1-phenyl-1H-pyrazol-3-yldimethylcarbamate